N[C@H](\C=N\OCC(=O)N1CCN(CC1)C1=NC=C(C=N1)C#N)C (S,E)-2-(4-(2-(((2-aminopropylidene)amino)oxy)acetyl)piperazin-1-yl)pyrimidine-5-carbonitrile